4-Amino-1-(4-(1-hydroxyethyl)-2-methylphenyl)-2-oxo-7-(trifluoromethoxy)-1,2-dihydroquinoline NC1=CC(N(C2=CC(=CC=C12)OC(F)(F)F)C1=C(C=C(C=C1)C(C)O)C)=O